CN1CC(C(CC1)NC1=NC=C(C(=O)O)C=C1CC1=CC=C(C=C1)F)C 6-((1,3-dimethylpiperidin-4-yl)amino)-5-(4-fluorobenzyl)nicotinic acid